N1N=CC2=C1CC(CO2)C(=O)N 1,5,6,7-tetrahydropyrano[3,2-c]pyrazole-6-carboxamide